C[C@H]1CN(CCN1C=1C2=C(N=C(N1)OC[C@H]1N(CCC1)C)CN(C2)C2=CC=CC1=CC=CC(=C21)C)C(C=C)=O ((S)-3-methyl-4-(6-(8-methylnaphthalen-1-yl)-2-(((S)-1-methylpyrrolidin-2-yl)methoxy)-6,7-dihydro-5H-pyrrolo[3,4-d]pyrimidin-4-yl)piperazin-1-yl)prop-2-en-1-one